5-(methoxymethyl)-2,2,5-trimethyl-1,3-dioxane COCC1(COC(OC1)(C)C)C